allyl 2-propoxyethyl ether C(CC)OCCOCC=C